O=C1NC(CCC1N1C(C2=CC=C(C=C2C1)N1CCN(CC1)CC1CCN(CC1)C1=CC=C(C=C1)\C(=C(/CC)\C1=CC=CC=C1)\C1=CC=C(C=C1)B(O)O)=O)=O (E)-(4-(1-(4-(4-((4-(2-(2,6-dioxopiperidin-3-yl)-1-oxoisoindolin-5-yl)piperazin-1-yl)methyl)piperidin-1-yl)phenyl)-2-phenylbut-1-en-1-yl)phenyl)boronic acid